NC1=C(C=C(C=2C(C3=CC=CC=C3C(C12)=O)=O)N)Br 1,4-diamino-2-bromoanthraquinone